C(CCC)[Sn](C1=NC(=NC=C1)NC=1C=NN2C1COCC2)(CCCC)CCCC N-(4-(Tributylstannyl)pyrimidin-2-yl)-6,7-dihydro-4H-pyrazolo[5,1-c][1,4]oxazin-3-amine